4-methyl-2-[(piperidin-4-yl)methyl]-8-(trifluoromethyl)-4,5-dihydro-2H-furo[2,3-g]indazole-7-carboxylic acid ethyl ester C(C)OC(=O)C1=C(C2=C(CC(C3=CN(N=C23)CC2CCNCC2)C)O1)C(F)(F)F